CC(=C(C(=O)O)N)C dehydrovaline